(R)-2-(5-amino-2-(furan-2-yl)-7H-pyrazolo[4,3-e][1,2,4]triazolo[1,5-c]pyrimidin-7-yl)-2-phenyl-N-((3-(trifluoromethyl)pyridin-2-yl)methyl)propionamide NC1=NC2=C(C=3N1N=C(N3)C=3OC=CC3)C=NN2[C@](C(=O)NCC2=NC=CC=C2C(F)(F)F)(C)C2=CC=CC=C2